C(C)OC(=O)C1=CC=2OCCN(C2N=C1)C1=CC=2N(C=C1)C(N(N2)C)=O 4-(2-methyl-3-oxo-2,3-dihydro[1,2,4]triazolo[4,3-a]pyridin-7-yl)-3,4-dihydro-2H-pyrido[3,2-b][1,4]oxazine-7-carboxylic acid ethyl ester